C(C)(=O)C=1C(OC2=C(C1NC1CCN(CC1)C)C=CC(=C2)NC2=NC=CC(=N2)C2=CC1=C(N(N=C1C=C2)C)C(C)C)=O 3-acetyl-7-((4-(3-isopropyl-2-methyl-2H-indazol-5-yl)pyrimidin-2-yl)amino)-4-((1-methylpiperidin-4-yl)amino)-2H-benzopyran-2-one